BrC=1N=C(C=2N(C1)C=C(N2)CN(O)CC2=CC=C(C=C2)C=2C=C1CC[C@@H](N(C1=CC2)C(C)=O)C)N2CCOCC2 (S)-1-(6-(4-((((6-bromo-8-morpholinoimidazo[1,2-a]pyrazin-2-yl)methyl)(hydroxy)amino)methyl)phenyl)-2-methyl-3,4-dihydroquinolin-1(2H)-yl)ethan-1-one